5-[4-(hydroxymethyl)piperidin-1-yl]pyrazine-2-carboxylic acid methyl ester COC(=O)C1=NC=C(N=C1)N1CCC(CC1)CO